C(CC)S(=O)(=O)[O-].C(CC)[NH3+] propyl-ammonium propanesulfonate